tri-para-tolyl-phosphine C1(=CC=C(C=C1)P(C1=CC=C(C=C1)C)C1=CC=C(C=C1)C)C